NC1=NC=C(C2=C1COC2)NC(C(=O)N([C@@H](C)C2=NC=CC=C2)CC=2C=CC1=C(N=CS1)C2)=O (S)-N1-(4-amino-1,3-dihydrofuro[3,4-c]pyridin-7-yl)-N2-(benzo[d]thiazol-5-ylmethyl)-N2-(1-(pyridin-2-yl)ethyl)oxalamide